CN1N=C(C=C1C)NC1=CC(=C(N=N1)C(=O)NC([2H])([2H])[2H])NC1=NC=CC(=C1OC)C1=NC=C(N=C1)C(N(C)C)=O 6-[(1,5-Dimethyl-1H-pyrazol-3-yl)amino]-4-({4-[5-(dimethylcarbamoyl)pyrazin-2-yl]-3-methoxypyridin-2-yl}amino)-N-(2H3)methylpyridazin-3-carboxamid